C(C(O)C)(=O)O.C(C(O)C)(=O)O.F[C@@H]1C[C@@]2([C@@H](C[C@H]3[C@@H]4CC[C@H]([C@@H](CCCC(C)C)C)[C@]4(CC[C@@H]3[C@]2(CC1)C)C)NCCC=1N=CNC1)O 3β-fluoro-5α-hydroxy-6β-[2-(1H-imidazol-4-yl)ethylamino]cholestane dilactate